[Si](C1=CC=CC=C1)(C1=CC=CC=C1)(C(C)(C)C)OCC1CC2C(C2C1)C(=O)O 3-(((tert-butyldiphenylsilyl)oxy)methyl)bicyclo[3.1.0]hexane-6-carboxylic acid